6-(3'-(4,6-diphenyl-1,3,5-triazin-2-yl)-4-fluoro-[1,1'-biphenyl]-3-yl)-5H-benzofuro[3,2-c]carbazole C1(=CC=CC=C1)C1=NC(=NC(=N1)C1=CC=CC=C1)C=1C=C(C=CC1)C1=CC(=C(C=C1)F)C1=CC2=C(C=3C4=CC=CC=C4NC13)OC1=C2C=CC=C1